O1N=C(C2=C1C=CC=C2)C2=C(C=CC=C2)[C@H](CC2=C(C(=CC(=N2)C(=O)N(C)C)[Si](C)(C)C)F)N[S@@](=O)C(C)(C)C 6-{(S)-2-[2-(benzo[d]isoxazol-3-yl)phenyl]-2-[((S)-tert-butylsulfinyl)amino]ethyl}-5-fluoro-N,N-dimethyl-4-(trimethylsilyl)pyridine-2-carboxamide